COCCOC=1C(=NC=CC1)N1CCN(CC1)C(=O)OC(C)(C)C tert-butyl 4-(3-(2-methoxyethoxy)pyridin-2-yl)piperazine-1-carboxylate